(R)-2-(3-(4-amino-3-(4-phenoxyphenyl)-1H-pyrazolo[3,4-d]pyrimidin-1-yl)piperidine-1-carbonyl)-3,4,5,6-tetrafluoro-N,N-dimethylbenzenesulfonamide NC1=C2C(=NC=N1)N(N=C2C2=CC=C(C=C2)OC2=CC=CC=C2)[C@H]2CN(CCC2)C(=O)C2=C(C(=C(C(=C2F)F)F)F)S(=O)(=O)N(C)C